C(#N)C=1C=CC(=NC1)CN(C(C(=O)N)=O)C(C)C1=NC=CC=N1 N1-((5-cyanopyridin-2-yl)methyl)-N1-(1-(pyrimidin-2-yl)ethyl)oxalamide